Methyl (E)-3-(3-((Z)-but-2-en-1-yl)-5-((4-methylbenzyl)carbamoyl)phenyl)acrylate C(\C=C/C)C=1C=C(C=C(C1)C(NCC1=CC=C(C=C1)C)=O)/C=C/C(=O)OC